6-fluoro-3-hydroxy-2-pyrazinecarboxamide FC1=CN=C(C(=N1)C(=O)N)O